4-azido-7-hydrazino-3-methyl-3-(trifluoromethyl)-2,3-dihydro-1H-pyrrolo[2,3-d]pyridazine-1-carboxylic acid tert-butyl ester C(C)(C)(C)OC(=O)N1CC(C=2C1=C(N=NC2N=[N+]=[N-])NN)(C(F)(F)F)C